FC1=C(C(=O)C2=CC=C(C(=O)N[C@H]3[C@@H](CC4=CC=CC=C34)NC(=O)C3=CC=NC=C3)C=C2)C(=CC=C1OC)OC N-[(1R,2R)-1-[4-(2-fluoro-3,6-dimethoxybenzoyl)benzamido]-2,3-dihydro-1H-inden-2-yl]pyridine-4-carboxamide